ClC1=C(C(=C(C#N)C=C1F)OC)C#CC 4-chloro-5-fluoro-2-methoxy-3-(prop-1-yn-1-yl)benzonitrile